methyl 2-(3-(imino(5-isopropoxypyridin-2-yl)methyl)-thioureido)nicotinate N=C(NC(NC1=C(C(=O)OC)C=CC=N1)=S)C1=NC=C(C=C1)OC(C)C